C(C)(C)(C)OC(N[C@H]1C[C@@H](CC1)N1C(N(C=2C1=C1C(=NC2)N(C=C1)S(=O)(=O)C1=CC=CC=C1)C([2H])([2H])[2H])=O)=O ((1R,3R)-3-(3-(methyl-d3)-2-oxo-6-(phenylsulfonyl)-3,6-dihydroimidazo[4,5-d]pyrrolo[2,3-b]pyridin-1(2H)-yl)cyclopentyl)carbamic acid tert-butyl ester